CS\C(\NC(CCC=C)=O)=N/C(OCC1=CC=CC=C1)=O (Z)-benzyl methylthio(pent-4-enamido)methylenecarbamate